C(C)(CC)C1=C(C(=CC(=C1)C(C)CC)C(C)CC)OC1=C(C=C(C=C1C(C)CC)C(C)CC)C(C)CC mono(2,4,6-tri-sec-butylphenyl) ether